CN(C1CCCCC1)C dimethyl-cyclohexyl-amine